C(C)(C)OC(=O)C1(CC(=NO1)C1=CC(=CC(=C1)F)F)C(C)O 3-(3,5-difluorophenyl)-5-(1-hydroxyethyl)-4H-isoxazole-5-carboxylic acid isopropyl ester